hexane-diol C(CCCCC)(O)O